2-((2-cyanoethyl)(phenyl)amino)acetic acid C(#N)CCN(CC(=O)O)C1=CC=CC=C1